C(C)(C)(C)C([C@H](NCC=1NC(=NC(C1C(=O)OCC)C1=C(C=C(C=C1)F)Br)C=1SC=CN1)C(=O)O)(C(=O)O)C(C)(C)C Di-tert-butyl-((6-(2-bromo-4-fluorophenyl)-5-(ethoxycarbonyl)-2-(thiazol-2-yl)-3,6-dihydropyrimidin-4-yl)methyl)-L-aspartic acid